[Cl-].C1(=CC=CC2=CC=CC=C12)CN1CC=CC2=CC=CC=C12 N-(1-naphthylmethyl)quinoline chloride